3-(2,3-epoxypropoxy)propyltrimethylsilane C(C1CO1)OCCC[Si](C)(C)C